N-(1-methyl-1H-pyrazol-4-yl)pyrimidin-2-amine CN1N=CC(=C1)NC1=NC=CC=N1